Sulfosalicylate disodium [Na+].[Na+].S(=O)(=O)(O)OC=1C(C(=O)[O-])=CC=CC1.S(=O)(=O)(O)OC=1C(C(=O)[O-])=CC=CC1